C(C)(C)(C)N(C(O)=O)[C@@H]1CC[C@H](CC1)C=1OC(=NN1)C1=NC2=CC=C(C=C2C=C1)Cl.ClC=1C=C(N)C=CC1C#C 3-chloro-4-ethynyl-aniline trans-tert-butyl-(4-(5-(6-chloroquinolin-2-yl)-1,3,4-oxadiazol-2-yl)cyclohexyl)carbamate